3-(3-ethyl-4-oxo-spiro[6,8-dihydro-5H-pyrazolo[4,3-c]azepine-7,4'-tetrahydropyran]-1-yl)propyl 4-methylisoxazole-5-carboxylate CC=1C=NOC1C(=O)OCCCN1N=C(C=2C(NCC3(CCOCC3)CC21)=O)CC